CN1[C@@H]([C@H](CC1)C)CO ((2S,3S)-1,3-dimethylpyrrolidin-2-yl)methanol